tert-Butyl 4-[5-[(4-fluoro-2-methyl-1,3-benzoxazol-6-yl)carbamoyl]pyrazin-2-yl]-2-methyl-piperazine-1-carboxylate FC1=CC(=CC2=C1N=C(O2)C)NC(=O)C=2N=CC(=NC2)N2CC(N(CC2)C(=O)OC(C)(C)C)C